2-(3-(3-(fluoro(4-methyl-1H-pyrazol-5-yl)methyl)oxetan-3-yl)-phenyl)-6-(((S)-2-isopropyl-4-methylpiperazin-1-yl)methyl)-4-(trifluoromethyl)isoindolin-1-one FC(C1(COC1)C=1C=C(C=CC1)N1C(C2=CC(=CC(=C2C1)C(F)(F)F)CN1[C@H](CN(CC1)C)C(C)C)=O)C1=C(C=NN1)C